3-(4-(2-hydroxy-3-((1,2,3,4-tetrahydroacridin-9-yl)amino)propyl)piperazine-1-carbonyl)benzonitrile OC(CN1CCN(CC1)C(=O)C=1C=C(C#N)C=CC1)CNC=1C2=CC=CC=C2N=C2CCCCC12